3-methyl-adenosine CN1C=NC(C=2N=CN([C@H]3[C@H](O)[C@H](O)[C@@H](CO)O3)C12)=N